COC1=NOC(=C1)CCN1C(C2=CC=CC=C2C1=O)=O 2-(2-(3-methoxyisoxazol-5-yl)ethyl)isoindoline-1,3-dione